C1(CC1)[C@]1(C(N(CC1)C1=C2C(=NC=C1)N(C(=C2)C=2C=NN(C2)C)S(=O)(=O)C2=CC=C(C)C=C2)=O)C#N (S)-3-cyclopropyl-1-(2-(1-methyl-1H-pyrazol-4-yl)-1-tosyl-1H-pyrrolo[2,3-b]pyridin-4-yl)-2-oxopyrrolidine-3-carbonitrile